C(#N)C1=CC(=C(COC2=CC=CC(=N2)C2CCC(CC2)N(C2=NC3=C(N2C)C=C(C=C3OC(F)F)C(=O)O)C)C=C1)F 2-(((1r,4r)-4-(6-((4-Cyano-2-fluorobenzyl)oxy)pyridin-2-yl)cyclohexyl)(methyl)amino)-4-(difluoromethoxy)-1-methyl-1H-benzo[d]imidazole-6-carboxylic acid